2-(2-Chlorophenyl)-4-methyl-5-(pyridin-2-ylmethyl)-2,3,5,6-tetrahydro-1H-pyrazolo[4,3-c]pyridine-3,6-dione hydrochloride Cl.ClC1=C(C=CC=C1)N1NC=2C(=C(N(C(C2)=O)CC2=NC=CC=C2)C)C1=O